NC1(CCC1)CC1=C(C=2N=NN=C(C2S1)NCC=1SC=CC1)Br 6-((1-aminocyclobutyl)methyl)-7-bromo-N-(thiophen-2-ylmethyl)thieno[3,2-d][1,2,3]triazin-4-amine